(5-methyl-5-azaspiro[2.4]heptan-7-yl)carbamate CN1CC2(CC2)C(C1)NC([O-])=O